1-(2-aminopropoxy)propan-2-amine NC(COCC(C)N)C